[Cl-].[Cl-].CC=1C(C(=C(C1C)C)C)[Zr+2] (2,3,4,5-tetramethyl-Cyclopentadienyl)Zirconium Dichloride